NC1=C(C(=O)NC2CC2)C=C(C=N1)C1=C(C=C(C=C1)NC([C@H](O)C1=CC(=CC(=C1)F)F)=O)Cl (R)-2-amino-5-(2-chloro-4-(2-(3,5-difluorophenyl)-2-hydroxyacetamido)phenyl)-N-cyclopropylnicotinamide